FC=1C=C(CO[C@@H]2CC[C@H](CC2)C(=O)NCC2=C(C(=C(C=C2)C(F)(F)F)C=2NC(C=C(N2)C(F)(F)F)=O)F)C=CC1F trans-4-[(3,4-difluorobenzyl)oxy]-N-{2-fluoro-3-[6-oxo-4-(trifluoromethyl)-1,6-dihydropyrimidin-2-yl]-4-(trifluoromethyl)benzyl}cyclohexane-1-carboxamide